C(C1=CC=CC=C1)OC1=C(C=C(C=C1F)Br)O 2-(benzyloxy)-5-bromo-3-fluorophenol